C1(=CC=CC=C1)C1=NC=2N(C(=C1)C1=CC=CC=C1)N=C(C2)C(=O)NCCCCN2CCCC2 5,7-Diphenyl-N-(4-(pyrrolidin-1-yl)butyl)pyrazolo[1,5-a]pyrimidine-2-carboxamide